COC1=NC=CC=C1CC1(CC1)NC(CC1N(CCCC1)C)=O N-(1-((2-methoxypyridin-3-yl)methyl)cyclopropyl)-2-(1-methyl-piperidin-2-yl)acetamide